Para-aminobenzoic acid sodium salt [Na+].NC1=CC=C(C(=O)[O-])C=C1